C(C)[Si](C(C(=O)OCC)C)(CC)CC ethyl α-triethylsilylpropionate